O1CCN(CC1)CCOC(N)=O carbamic acid 2-morpholinoethyl ester